C(C)OC1=CC=C(C=C1)[Bi](C1=CC=C(C=C1)OCC)C1=CC=C(C=C1)OCC tri(4-ethoxyphenyl)bismuth